N-(3-(2,2-dimethyl-7-(methylsulfonyl)-2,3-dihydro-[1,4]dioxino[2,3-c]pyridin-5-yl)-1-methyl-1H-pyrrolo[2,3-c]pyridin-5-yl)acetamide CC1(OC2=C(C(=NC(=C2)S(=O)(=O)C)C2=CN(C3=CN=C(C=C32)NC(C)=O)C)OC1)C